COC(=O)C=1C=C(OC[C@@H]2CN(CCO2)C(=O)OC(C)(C)C)C=C(C1)C=1SC(=CN1)C Tert-butyl (2S)-2-{[3-(methoxycarbonyl)-5-(5-methyl-1,3-thiazol-2-yl)phenoxy]methyl}morpholine-4-carboxylate